CNCC=1N=C(OC1)C1=CC=CC=C1 N-Methyl-1-(2-phenyloxazol-4-yl)methanamine